FC=1C=C2C(C(=C(C(C2=C(C1)F)=O)CC1=CC=C(C(=N1)C#N)C(F)(F)F)C)=O 6-((6,8-difluoro-3-methyl-1,4-dioxo-1,4-dihydronaphthalen-2-yl)methyl)-3-(trifluoromethyl)picolinonitrile